sodium beta-dodecenyl aminopropionate NC(C(=O)OCC=CCCCCCCCCC)C.[Na]